FC1=CC=C(C=C1)C=1C=C2C(=C(C(N(C2=NC1)CCN1CCN(CC1)C)=O)C(=O)NC1CC2(CC2)C1)O 6-(4-fluorophenyl)-4-hydroxy-1-(2-(4-methylpiperazin-1-yl)ethyl)-2-oxo-N-(spiro[2.3]hexan-5-yl)-1,2-dihydro-1,8-naphthyridine-3-carboxamide